1-(3-amino-2-fluoro-6-methoxyphenyl)-1H-pyrazole-4-carboxylic acid ethyl ester C(C)OC(=O)C=1C=NN(C1)C1=C(C(=CC=C1OC)N)F